COC1=CC2=C(C3=C(C(N(C3)C3CC(C3)C(=O)O)=O)S2)C=C1OC (1s,3s)-3-(6,7-dimethoxy-3-oxo-1,3-dihydro-2H-benzo[4,5]thieno[2,3-c]pyrrol-2-yl)cyclobutane-1-carboxylic acid